1,4-bis(4'-amino-2'-trifluoromethylphenoxy)benzene NC1=CC(=C(OC2=CC=C(C=C2)OC2=C(C=C(C=C2)N)C(F)(F)F)C=C1)C(F)(F)F